(2R,5S)-5-(2-hydroxyethyl)-2-methyl-piperazine-1-carboxylic acid tert-butyl ester C(C)(C)(C)OC(=O)N1[C@@H](CN[C@H](C1)CCO)C